Diisocyanato-1,1'-bi(cyclohexyl) N(=C=O)C1(CCCCC1)C1(CCCCC1)N=C=O